C(#N)C1=CC=C(C=C1)C(C)S(=O)(=O)CC(CC)NC([O-])=O [1-[[[1-(4-cyanophenyl)ethyl]sulfonyl]methyl]propyl]carbamate